[5-[3-[2-(tetrahydropyran-3-ylamino)-[1,2,4]triazolo[1,5-a]pyridin-8-yl]phenyl]-2-furyl]phosphonic acid O1CC(CCC1)NC1=NN2C(C(=CC=C2)C=2C=C(C=CC2)C2=CC=C(O2)P(O)(O)=O)=N1